ClC=1C=CC(=C(C1)C1=C(C=NC(=C1)C)C(=O)O)OC1CC1 4-(5-chloro-2-cyclopropoxyphenyl)-6-methylpyridine-3-carboxylic acid